2-[4-[[2-(3-chlorophenyl)-6,7-dihydro-5H-cyclopenta[b]pyridin-4-yl]amino]phenoxy]acetic acid HCl salt Cl.ClC=1C=C(C=CC1)C1=CC(=C2C(=N1)CCC2)NC2=CC=C(OCC(=O)O)C=C2